(3S)-1-[3-(3,3-dimethyl-azetidine-1-carbonyl)-5-(4-methyl-1H-1,3-benzodiazol-2-yl)pyridin-4-yl]-3-methylpyrrolidin-3-amine CC1(CN(C1)C(=O)C=1C=NC=C(C1N1C[C@](CC1)(N)C)C1=NC2=C(N1)C=CC=C2C)C